5-[3-methoxy-4-(4-methyl-piperazin-1-ylmethyl)-phenyl]-1,3-dimethyl-1H-pyridin-2-one COC=1C=C(C=CC1CN1CCN(CC1)C)C=1C=C(C(N(C1)C)=O)C